2-[3-ethylsulfonyl-5-(4-fluorophenyl)-2-pyridyl]-6-(trifluoromethyl)-4H-imidazo[2,1-c][1,4]benzoxazine C(C)S(=O)(=O)C=1C(=NC=C(C1)C1=CC=C(C=C1)F)C=1N=C2COC3=C(N2C1)C=CC=C3C(F)(F)F